CN1N=C(C=CC1=O)C1=NNC(O1)=O 5-(1-methyl-6-oxo-1,6-dihydropyridazin-3-yl)-1,3,4-oxadiazol-2(3H)-one